C1(=CC=CC=C1)C1=CN=C(N1)C1=NC=CC(=C1)C=1C=NC=C(C1)NC(C)=O N-(2'-(5-Phenyl-1H-imidazol-2-yl)-3,4'-bipyridin-5-yl)acetamid